N,N-dimethyl-2-(1-((2-(trimethylsilyl)ethoxy)methyl)-1H-benzo[d]Imidazol-2-yloxy)ethylamine CN(C)CCOC1=NC2=C(N1COCC[Si](C)(C)C)C=CC=C2